N1(N=CC=C1)CC1=C(C=C(C(=O)N[S@](=O)(=N)C2=C(C=CC=C2OC)OC)C=C1)OC(F)(F)F (R)-4-((1H-pyrazol-1-yl)methyl)-N-(2,6-dimethoxyphenylsulfonimidoyl)-3-(trifluoromethoxy)benzamide